COC1=CC2=C(SC(=C2)C(CCC(=O)OCCSSCCC(=O)ON2C(CCC2=O)=O)=O)C=C1OC 2-((3-((2,5-dioxopyrrolidin-1-yl)oxy)-3-oxopropyl)disulfaneyl)ethyl 4-(5,6-dimethoxybenzo[b]thiophen-2-yl)-4-oxobutanoate